NC1=NC(=C2N=CNC2=N1)N[C@@H](C)C=1N(C(C2=C(C=CC=C2C1)C)=O)C1=CC=CC=C1 (S)-3-(1-(2-amino-9H-purin-6-ylamino)ethyl)-8-methyl-2-phenylisoquinoline-1(2H)-one